(5S)-8,9-dichloro-7-(2,6-difluorophenyl)-2,5-dimethyl-5H-pyrimido[1,2-a][1,4]benzodiazepin-3-one ClC1=C(C=CC2=C1C(=N[C@H](C=1N2C=C(C(N1)=O)C)C)C1=C(C=CC=C1F)F)Cl